C1(CCCCC1)OC[C@@H](/C=C/[C@H]1[C@@H](C[C@@H]2OC[C@H](CC[C@@H]21)CCCC(=O)OC(C)C)O)O 2-Propanyl 4-{(3S,5aR,6R,7R,8aS)-6-[(1E,3R)-4-(cyclohexyloxy)-3-hydroxy-1-buten-1-yl]-7-hydroxyoctahydro-2H-cyclopenta[b]oxepin-3-yl}butanoate